(nitrooxy) hexanoate C(CCCCC)(=O)OO[N+](=O)[O-]